N[C@H]1C[C@H](CCC1)NC(=O)C1=CN(CCS1)C=1C2=C(N=CN1)NC=C2 |o1:1,3| Rel-N-((1S,3R)-3-aminocyclohexyl)-4-(7H-pyrrolo[2,3-d]pyrimidin-4-yl)-3,4-dihydro-2H-1,4-thiazine-6-carboxamide